C=1(C=CN2C=CC=CC12)C(=O)O indolizine-1-carboxylic acid